sodium (trisiloxane) propyl methyl phosphonate P(OCCC)(OC)=O.[SiH3]O[SiH2]O[SiH3].[Na]